2-ethyl-3-hydroxy-4H-pyran-4-one ethyl-butyrate C(C)OC(CCC)=O.C(C)C=1OC=CC(C1O)=O